(2R)-1,2-dimethylpiperidin-4-amine CN1[C@@H](CC(CC1)N)C